NC1CC=C(CC1)C1=CN(C=2N=CN=C(C21)N)C2CC2 5-(4-aminocyclohex-1-en-1-yl)-7-cyclopropyl-7H-pyrrolo[2,3-d]pyrimidin-4-amine